methyl 13-(2-ethylphenyl)-10-oxo-7-thia-9,12-diazatricyclo[6.5.0.02,6]-trideca-1(8),2(6),12-triene-4-carboxylate C(C)C1=C(C=CC=C1)C1=NCC(NC=2SC=3CC(CC3C12)C(=O)OC)=O